[(3R)-1-methylpyrrolidin-3-yl] 6-[5-(6-methyl-2-pyridyl)-1H-imidazol-4-yl]quinoline-3-carboxylate CC1=CC=CC(=N1)C1=C(N=CN1)C=1C=C2C=C(C=NC2=CC1)C(=O)O[C@H]1CN(CC1)C